3-(5-(((1R,2S)-2-(cyclohexylamino)-4,4-difluorocyclohexyl)methyl)-1-oxoisoindolin-2-yl)piperidine-2,6-dione C1(CCCCC1)N[C@@H]1[C@H](CCC(C1)(F)F)CC=1C=C2CN(C(C2=CC1)=O)C1C(NC(CC1)=O)=O